FC=1C=CC(=C(C1)NC(=S)C1=C(CCN(C1=O)C(=O)OC(C)(C)C)O)C tert-butyl 5-[(5-fluoro-2-methylphenyl)carbamothioyl]-4-hydroxy-6-oxo-3,6-dihydropyridine-1(2H)-carboxylate